(Z)-2-methyl-2-butenoic acid ((2S,3R,4R)-4-(4-fluorobenzyl)-2-(4-fluorophenyl)-tetrahydrofuran-3-yl)methyl ester FC1=CC=C(C[C@@H]2[C@@H]([C@H](OC2)C2=CC=C(C=C2)F)COC(\C(=C/C)\C)=O)C=C1